(3R)-3-amino-5,5,7-trifluoro-8-[5-(1-methyl-1-methylsulfonyl-ethyl)-1,3,4-oxadiazol-2-yl]-1-[[4-[4-(trifluoromethyl)phenyl]phenyl]methyl]-3,4-dihydro-1-benzazepin-2-one N[C@H]1C(N(C2=C(C(C1)(F)F)C=C(C(=C2)C=2OC(=NN2)C(C)(S(=O)(=O)C)C)F)CC2=CC=C(C=C2)C2=CC=C(C=C2)C(F)(F)F)=O